C1(CC1)C1=NN(C(=N1)C(N1C[C@@H](N(C[C@H]1C)C(=O)OC(C)(C)C)C)C1=CC=C(C=C1)F)C tert-butyl (2S,5R)-4-((3-cyclopropyl-1-methyl-1H-1,2,4-triazol-5-yl)(4-fluorophenyl)methyl)-2,5-dimethylpiperazine-1-carboxylate